6-(1H-imidazol-1-yl)-3,4-dihydro-1,8-naphthyridin-2(1H)-one N1(C=NC=C1)C=1C=C2CCC(NC2=NC1)=O